C(C)(C)(C)C=1C(C(=CC(C1)=CC1=NC=CC=C1)C(C)(C)C)=O 2,6-di-tert-butyl-4-(pyridin-2-ylmethylene)cyclohexane-2,5-dien-1-one